ClC1=CC=C(OC2=CC(=C(C=C2)C(C(C)O)N2N=CN=C2)C(F)(F)F)C=C1 [4-(4-chlorophenoxy)-2-(trifluoromethyl)phenyl]-1-(1,2,4-triazol-1-yl)propan-2-ol